2-(6-((R)-3-amino-3-(hydroxymethyl)pyrrolidin-1-yl)-4-methylpyridin-2-yl)-4-(2-fluoro-6-methoxyphenyl)-2,3-dihydro-1H-pyrrolo[3,4-c]pyridin-1-one N[C@]1(CN(CC1)C1=CC(=CC(=N1)N1CC=2C(=NC=CC2C1=O)C1=C(C=CC=C1OC)F)C)CO